O=C1C=CC1 4-oxocyclobut-2-en